C(C)(C)(C)OC(=O)N1CCC2=C(C=CC=C12)CN1C(C(=CC(=C1)C(N[C@H]1[C@@H](C1)C)=O)C(NCC)=O)=O |r| (+/-)-4-((3-(ethylcarbamoyl)-5-(((trans)-2-methylcyclopropyl)carbamoyl)-2-oxopyridin-1(2H)-yl)methyl)indoline-1-carboxylic acid tert-butyl ester